dihydrogen phosphate sodium salt [Na+].P(=O)(O)(O)[O-]